C12(CC3CC(CC(C1)C3)C2)NC=2C=C(C=3N(N2)C(=NN3)C(C)C)NCC3=CC=CC=C3 N6-(1-adamantyl)-N8-benzyl-3-isopropyl-[1,2,4]triazolo[4,3-b]pyridazine-6,8-diamine